NC1=NC=C(C#N)C(=C1)NC1CCOCC1 6-amino-4-((tetrahydro-2H-pyran-4-yl)amino)nicotinonitrile